C(C)(C)C(C(=O)OCCCC)C(C(=O)OCCCC)C(C)C dibutyl 2,3-diisopropylsuccinate